S1C(=NC2=C1C=CC=C2)C2=NN=C1N2CCN([C@@H]1C)C(=O)C1=C(C(=C(C(=C1[2H])[2H])[2H])[2H])[2H] (R)-(3-(Benzo[d]thiazol-2-yl)-8-methyl-5,6-dihydro-[1,2,4]triazolo[4,3-a]pyrazin-7(8H)-yl)(phenyl-d5)methanone